3-(5-(((1R,2R)-2-(((3-fluorobicyclo[1.1.1]pentan-1-yl)methyl)amino)cyclohexyl)oxy)-1-oxoisoindolin-2-yl)piperidine-2,6-dione FC12CC(C1)(C2)CN[C@H]2[C@@H](CCCC2)OC=2C=C1CN(C(C1=CC2)=O)C2C(NC(CC2)=O)=O